α-biliverdin CC\1=C(/C(=C/C2=C(C(=C(N2)/C=C\3/C(=C(C(=O)N3)C)C=C)C)CCC(=O)O)/N/C1=C/C4=NC(=O)C(=C4C)C=C)CCC(=O)O